benzyl-ethylether C(C1=CC=CC=C1)OCC